2-(2-Aminopyridin-3-yl)-1-(4-(hydroxymethyl)phenyl)-1H-benzo[d]imidazole-5-carbonitrile NC1=NC=CC=C1C1=NC2=C(N1C1=CC=C(C=C1)CO)C=CC(=C2)C#N